6-amino-4-chloro-7-(3-hydroxy-2,6-dimethylphenyl)-2-methyl-7H-pyrrolo[2,3-d]pyrimidine-5-carboxamide NC1=C(C2=C(N=C(N=C2Cl)C)N1C1=C(C(=CC=C1C)O)C)C(=O)N